urea sulphur [S].NC(=O)N